(R)-2-aminopropane NC(C)C